C(CC)C1=CC(NC=N1)=O 6-propylpyrimidin-4(3H)-one